OC1=C(C=CC=C1)C=1N=NC2=CC(=CC=C2C1)C1CC2(CN(C2)C(C)=O)C1 1-{6-[3-(2-hydroxyphenyl)cinnolin-7-yl]-2-azaspiro[3.3]heptan-2-yl}ethanone